(E)-3-(2-(5,6-dihydro-7H-cyclopenta[b]pyridin-7-ylidene)hydrazino)-6-methyl-5H-[1,2,4]triazino[5,6-b]indole N1=C\2C(=CC=C1)CC/C2=N\NC=2N=NC1=C(NC=3C(=CC=CC13)C)N2